P(=O)(OC[C@]1(OC([C@@H]([C@@H]1O)O)C1=CC=C2C(=NC=NN21)N)C#N)(OC[C@@H](CCCCCCCCCCCCCCCCC)OCC2=CC(=CC(=C2)C#N)Cl)O ((2R,3S,4R)-5-(4-aminopyrrolo[2,1-f][1,2,4]triazin-7-yl)-2-cyano-3,4-dihydroxytetrahydrofuran-2-yl)methyl ((R)-2-((3-chloro-5-cyanobenzyl)oxy) nonadecyl) hydrogen phosphate